3-[1-(3-fluoro-4-nitro-pyrazol-1-yl)cyclopropyl]-4-(2,2,2-trifluoroethyl)-1,2,4-triazole FC1=NN(C=C1[N+](=O)[O-])C1(CC1)C1=NN=CN1CC(F)(F)F